(2-cyanoethoxy)phosphine C(#N)CCOP